(5-(5-(4-methylpyridin-3-yl)-1H-pyrrolo[2,3-b]pyridin-3-yl)pyrazolo[1,5-a]pyridin-3-yl)(piperidin-1-yl)methanone CC1=C(C=NC=C1)C=1C=C2C(=NC1)NC=C2C2=CC=1N(C=C2)N=CC1C(=O)N1CCCCC1